CC=1N=C2N(N=C(C=C2)C=2N=C3N(C(C2)=O)C=C(C=C3)N3CCNC2(CC2)C3)C1 2-(2-methylimidazo[1,2-b]pyridazin-6-yl)-7-(4,7-diazaspiro[2.5]oct-7-yl)-4H-pyrido[1,2-a]pyrimidin-4-one